4-chloro-1-hydroxybutanesulfonic acid sodium salt [Na+].ClCCCC(S(=O)(=O)[O-])O